C(C)(C)(C)OC(CP(=O)(OCC)OCC)=O.BrC1=CC=CC(=N1)CC(C(=O)OC(C)(C)C)P(=O)(OCC)OCC tert-butyl 3-(6-bromopyridin-2-yl)-2-(diethoxyphosphoryl)propanoate Tert-butyl-2-(diethoxyphosphoryl)acetate